1-(4'-fluorobiphenyl-4-yl)ethanone 1-methyl-1-phenylethyl-carbamate CC(C)(C1=CC=CC=C1)NC(O)=O.FC1=CC=C(C=C1)C1=CC=C(C=C1)C(C)=O